S-(3-Methylphenyl)-S-methyl-sulfoximine CC=1C=C(C=CC1)S(=O)(=N)C